CC1=NN(C(C1C(=O)[O-])=O)C1=CC(=CC=C1)C=1OC=CN1 3-methyl-1-(3-(oxazol-2-yl)phenyl)-5-oxo-4,5-dihydro-1H-pyrazole-4-carboxylate